syn-Propanethial-s-oxide CCC=S=O